C(C)(C)C1=C(NC2=CN=C(C=C21)C2CCC(CC2)NCC(C)(C)C)C=2C=C(C=1N(C2)N=CN1)OC 4-(3-isopropyl-2-(8-methoxy-[1,2,4]triazolo[1,5-a]pyridin-6-yl)-1H-pyrrolo[2,3-c]pyridin-5-yl)-N-neopentylcyclohexan-1-amine